[1,1'-BIPHENYL]-2-OL, AMMONIUM SALT [NH4+].C=1(C(=CC=CC1)O)C1=CC=CC=C1